FC1CN(C1)CCC1=NN(C(C(=C1C)C)=O)C(C(=O)N)CC(C)C 2-(3-(2-(3-fluoroazetidin-1-yl)ethyl)-4,5-dimethyl-6-oxopyridazin-1(6H)-yl)-4-methylpentanamide